3-(2-(difluoromethoxy)-6-methylpyridin-3-yl)-1-((1s,4s)-4-(difluoromethyl)cyclohexyl)-1-(2-isopropylphenyl)urea FC(OC1=NC(=CC=C1NC(N(C1=C(C=CC=C1)C(C)C)C1CCC(CC1)C(F)F)=O)C)F